N1(CCOCC1)C/C=C/C(=O)O (2E)-4-(morpholin-4-yl)but-2-enoic acid